N(N)C1=NC(=CC(=N1)C#N)NC1=CC(=CC=C1)Br 2-hydrazino-6-[(3-bromophenyl)amino]pyrimidine-4-carbonitrile